CCCC#C n-pentyne